FC1(CN(CC1(C)C)C=1C=2N(C(=CN1)F)N=C(C2)C=2C(=NC(=NC2)OC)OC)F 4-(3,3-difluoro-4,4-dimethyl-pyrrolidin-1-yl)-2-(2,4-dimethoxypyrimidin-5-yl)-7-fluoro-pyrazolo[1,5-a]pyrazine